N1C(=NC=2CNCCC21)C(=O)N 4,5,6,7-tetrahydro-1H-imidazo[4,5-c]Pyridine-2-formamide